tert-butyl N-[(7-fluoro-4-hydroxy-3,3-dimethyl-3,4-dihydro-2H-1-benzopyran-4-yl)methanesulfonyl]carbamate FC1=CC2=C(C(C(CO2)(C)C)(O)CS(=O)(=O)NC(OC(C)(C)C)=O)C=C1